butyl (2S,5R)-5-ethyl-4-((4-fluorophenyl) (5-(trifluoromethyl) pyridin-2-yl) methyl)-2-methylpiperazine-1-carboxylate C(C)[C@H]1N(C[C@@H](N(C1)C(=O)OCCCC)C)C(C1=NC=C(C=C1)C(F)(F)F)C1=CC=C(C=C1)F